8-(7-fluoroquinazolin-4-yl)-2,8-diazaspiro[4.5]decane-2-sulfonamide FC1=CC=C2C(=NC=NC2=C1)N1CCC2(CCN(C2)S(=O)(=O)N)CC1